(S)-3-(1H-benzo[d]imidazol-5-yl)-4-(4-(3,3-difluorobutyl)-2-fluorophenyl)oxazolidin-2-one N1C=NC2=C1C=CC(=C2)N2C(OC[C@@H]2C2=C(C=C(C=C2)CCC(C)(F)F)F)=O